C1(CC1)C1=C2C(=NC(=C1)NC1=C(C=C(C=C1)S(=O)(=O)C)OC)NC=C2C(F)(F)F 4-cyclopropyl-N-(2-methoxy-4-(methylsulfonyl)phenyl)-3-(trifluoromethyl)-1H-pyrrolo[2,3-b]pyridin-6-amine